2-(hydroxymethyl)-N-methyl-5-nitrobenzamide OCC1=C(C(=O)NC)C=C(C=C1)[N+](=O)[O-]